FC=1C=C(C#N)C=CC1B1OC(C(O1)(C)C)(C)C 3-fluoro-4-(4,4,5,5-tetramethyl-1,3,2-dioxaborolan-2-yl)benzonitrile